((2,2-difluorobenzo[d][1,3]dioxan-5-yl)methyl)-5-methyl-2-phenyl-3-(piperidin-1-yl)pyrazoline FC1(OCC2=C(O1)C=CC=C2CN2N(C(=CC2C)N2CCCCC2)C2=CC=CC=C2)F